COC(C1=CC(=NC(=C1)C)C#N)=O 6-methyl-2-cyanoisonicotinic acid methyl ester